Br/C(=C/C(=C)C1(COC1)C(C1=NN=CN1C)F)/C 3-([3-[(3E)-4-bromopenta-1,3-dien-2-yl]oxetan-3-yl](fluoro)methyl)-4-methyl-4H-1,2,4-triazole